(R)-3-(3-methyl-1H-pyrazol-5-yl)-5-(3-methylmorpholino)-7-(2-(methylsulfonyl)propan-2-yl)isoxazolo[4,5-b]pyridine CC1=NNC(=C1)C1=NOC=2C1=NC(=CC2C(C)(C)S(=O)(=O)C)N2[C@@H](COCC2)C